4-methyl-3-[2-methyl-4-(4-methylimidazol-1-yl)phenyl]sulfonyl-1H-indole diethyl-2,2'-(2,4,7,9-tetraoxo-2,3,4,7,8,9-hexahydropyrimido[4,5-g]pteridine-1,6-diyl)diacetate C(C)C(C(=O)O)N1C(NC(C=2C1=NC=1C(NC(N(C1N2)C(C(=O)O)CC)=O)=O)=O)=O.CC2=C1C(=CNC1=CC=C2)S(=O)(=O)C2=C(C=C(C=C2)N2C=NC(=C2)C)C